C(C)(C)(C)OC(N[C@@H](C(=O)N[C@H](CC1=CC=CC=C1)[C@@H](C(NCC=1SC=CN1)=O)O)COC)=O tert-butyl((R)-1-(((2R,3S)-3-hydroxy-4-oxo-1-phenyl-4-((thiazol-2-ylmethyl)amino)but-2-yl)amino)-3-methoxy-1-oxopropan-2-yl)carbamate